piperidine-d N1(CCCCC1)[2H]